3-(aminomethyl)-5-(tert-butyl)-6-fluoro-2-hydroxybenzoic acid NCC=1C(=C(C(=O)O)C(=C(C1)C(C)(C)C)F)O